N-(6-(methoxymethyl)-4-(propan-2-yl)-1,5-naphthyridin-3-yl)-N'-(6-(2H-1,2,3-triazol-2-yl)-5-(trifluoromethyl)pyridin-3-yl)urea COCC=1N=C2C(=C(C=NC2=CC1)NC(=O)NC=1C=NC(=C(C1)C(F)(F)F)N1N=CC=N1)C(C)C